C(C)(C)(C)OC(CCCC(=O)O)CC=O 5-(tert-butoxy)-5-oxoethyl-Valeric acid